FC1=CC=C(C=C1)C1=CC=C(C=N1)NC(CCC(=O)N1C=2N(CCC1)N=C(C2)C)=O N-(6-(4-fluorophenyl)pyridin-3-yl)-4-(2-methyl-6,7-dihydropyrazolo[1,5-a]pyrimidin-4(5H)-yl)-4-oxobutanamide